5-(2-(4-((butyl(ethyl)amino)methyl)-3,5-difluorophenyl)-1H-pyrrolo[2,3-b]pyridin-4-yl)-1H-indazol-3-amine C(CCC)N(CC)CC1=C(C=C(C=C1F)C1=CC=2C(=NC=CC2C=2C=C3C(=NNC3=CC2)N)N1)F